1-((S)-7-((3R,4S)-4-(2-chlorophenyl)-6,6-dimethyltetrahydro-2H-pyran-3-carbonyl)-6-methyl-2,7-diazaspiro[3.5]nonan-2-yl)prop-2-en-1-one ClC1=C(C=CC=C1)[C@@H]1[C@H](COC(C1)(C)C)C(=O)N1[C@H](CC2(CN(C2)C(C=C)=O)CC1)C